{3-phenylbicyclo[1.1.1]pentan-1-yl}acetic acid C1(=CC=CC=C1)C12CC(C1)(C2)CC(=O)O